(S)-4-(3-(4-amino-3-((3,5-dimethoxyphenyl)ethynyl)-1H-pyrazolo[3,4-d]pyrimidin-1-yl)pyrrolidin-1-yl)butanoic acid NC1=C2C(=NC=N1)N(N=C2C#CC2=CC(=CC(=C2)OC)OC)[C@@H]2CN(CC2)CCCC(=O)O